Undecane-3,5-diene-5-carboxamide CCC=CC(=CCCCCC)C(=O)N